C(C)(C)(C)OC(=O)NC(C)C1=C(N=C(O1)C1=CC(=C(C=C1)OC(F)F)OCC1CC1)CC1(C(=O)[O-])C(C=C(C=C1)F)F 1-((5-(1-((t-butoxycarbonyl) amino) ethyl)-2-(3-(cyclopropylmethoxy)-4-(difluoromethoxy) phenyl) oxazol-4-yl) methyl)-2,4-difluorobenzoate